C(CCCCCCCCCCC)O dodec-an-1-ol